C(#C)C1C(CN(CC1)C(=O)OC(C)(C)C)O tert-butyl 4-ethynyl-3-hydroxypiperidine-1-carboxylate